8-(2-iodo-4,5-dimethylphenyl)-9H-carbazole IC1=C(C=C(C(=C1)C)C)C=1C=CC=C2C=3C=CC=CC3NC12